ethyl-(S,S)-N-tert-butoxycarbonyl-4-(4-nitrophenoxyformyloxy)proline C(C)[C@@]1(N(C[C@H](C1)OC(=O)OC1=CC=C(C=C1)[N+](=O)[O-])C(=O)OC(C)(C)C)C(=O)O